O1C(=NC2=NC=CC=C21)N2CCN(CC2)C(=O)C2=CC=C(C=C2)N2CC(C2)OC2=CC=CC=C2 (4-oxazolo[4,5-b]pyridin-2-ylpiperazin-1-yl)-[4-(3-phenoxyazetidin-1-yl)phenyl]methanone